methyl (2S)-2-(((2-(3-chlorophenyl)-2,2-difluoro-1-phenylethoxy) carbonyl)amino)-4,4-difluorobutanoate ClC=1C=C(C=CC1)C(C(OC(=O)N[C@H](C(=O)OC)CC(F)F)C1=CC=CC=C1)(F)F